C(C1CCCO1)C=C(C(=O)O)C.C(C(=C)C)(=O)OCC(C)CCC=O oxopentan-2-yl-methyl methacrylate (tetrahydrofurfuryl methacrylate)